4-bromoindole-1,2-dicarboxylic acid 1-benzyl 2-methyl ester COC(=O)C=1N(C2=CC=CC(=C2C1)Br)C(=O)OCC1=CC=CC=C1